The molecule is an amino acid zwitterion that is the dizwitterionic form of Ile(5)-angiotensin II having both carboxy groups deprotonated and the aspartyl amino group and arginine side-chain protonated. It has a role as a human metabolite. It is a tautomer of an Ile(5)-angiotensin II. CC[C@H](C)[C@@H](C(=O)N[C@@H](CC1=CN=CN1)C(=O)N2CCC[C@H]2C(=O)N[C@@H](CC3=CC=CC=C3)C(=O)[O-])NC(=O)[C@H](CC4=CC=C(C=C4)O)NC(=O)[C@H](C(C)C)NC(=O)[C@H](CCC[NH+]=C(N)N)NC(=O)[C@H](CC(=O)[O-])[NH3+]